13-(4-chlorobenzyl)-10-(methoxymethyl)-7-methyl-1,6,9,12-tetraazabicyclo[11.3.1]heptadecane ClC1=CC=C(CC23NCC(NCC(NCCCCN(CCC2)C3)C)COC)C=C1